[I-].CN(C=1C=C2SC3=CC(C=CC3=NC2=CC1)=C(CCCCCCC)[NH+](C)C)C N-(7-(dimethylamino)-3H-phenothiazin-3-ylidene-8-octyl)-N-methylmethanaminium iodide